[Si].[Ti].[Al].[Li] Lithium-aluminum-titanium-silicon